C1(=CC=CC=2C3=CC=CC=C3NC12)N1C2=CC=CC=C2C=2C=CC=CC12 1,9-bicarbazole